N-(3-CHLORO-4-(METHYLCARBAMOYL)PHENYL)-4-CYCLOPROPYL-3-PHENYLISOTHIAZOLE-5-CARBOXAMIDE ClC=1C=C(C=CC1C(NC)=O)NC(=O)C1=C(C(=NS1)C1=CC=CC=C1)C1CC1